S(=O)(=O)(O)C1=C(C(=O)N(C)C)C=CC=N1 2-sulfo-N,N-dimethyl-nicotinamide